ClC1=CC(=CC=2C(=C(OC21)C(C(F)(F)F)NC(OC2=CC=CC=C2)=O)C)F phenyl (1-(7-chloro-5-fluoro-3-methylbenzofuran-2-yl)-2,2,2-trifluoroethyl)carbamate